ClC1=NC(=C2N=CN(C2=N1)C(C)C)NCC=1C(=NC=CC1)N1C[C@@H](N(CC1)C)C (S)-2-chloro-N-((2-(3,4-dimethylpiperazin-1-yl)pyridin-3-yl)methyl)-9-isopropyl-9H-purin-6-amine